NC[C@H](C)NC(=O)C1=CC2=CC=CC(=C2C=C1)OC1=CC=C(C=C1)C(F)(F)F (S)-N-(1-aminopropan-2-yl)-5-(4-(trifluoromethyl)phenoxy)-2-naphthamide